methyl (1S,5R)-4-oxo-3,8-diazabicyclo[3.2.1]octane-2-carboxylate O=C1NC([C@@H]2CC[C@H]1N2)C(=O)OC